bisaminoethyl-piperazine NCCN1CCN(CC1)CCN